4-aminobenzo[ct]indol-2(1H)-one NC=1C=C2C3=C(C(NC3=CC=C2)=O)C1